dimethyl-3-methylene-dodecatriene CC(=CC(C=CC=CCCCCC)=C)C